pentamethylcyclopentadienyl(1-(2-phenylpropyl)-3,6,7,8-tetrahydro-as-indacenyl)hafnium CC1=C(C(=C(C1([Hf]C1=C(C2=C3CCCC3=CC=C2C1)CC(C)C1=CC=CC=C1)C)C)C)C